N-(pyridin-3-yl)-7-methyl-4-(phenylethynyl)-7H-pyrrolo[2,3-d]pyrimidine-6-carboxamide N1=CC(=CC=C1)NC(=O)C1=CC2=C(N=CN=C2C#CC2=CC=CC=C2)N1C